N-(5-chloro-6-methylquinolin-8-yl)-5-((5-(diethylamino)pentan-2-yl)amino)pyrazine-2-carboxamide ClC1=C2C=CC=NC2=C(C=C1C)NC(=O)C1=NC=C(N=C1)NC(C)CCCN(CC)CC